3-tetraphenoxymethyl-urea C1(=CC=CC2=CC=C3C=C4C=CC=CC4=CC3=C12)OCNC(N)=O